CNC(C(=O)O)CC(=O)C.COC(C(CC(=O)C)N)=O aminolevulinic acid methyl ester (methyl aminolevulinate)